NC=1C(=NC(=C(N1)N)Cl)C(=O)NC(NCCCCC1=CC=C(C=C1)C1=CC=C(C=C1)OCCN)=N 3,5-diamino-N-(N-(4-(4'-(2-aminoethoxy)-[1,1'-biphenyl]-4-yl)butyl)carbamimidoyl)-6-chloropyrazine-2-carboxamide